tert-butyl N-(86-bromo-3,6,9,12,15,18,21,24,27,30,33,36,39,42,45,48,51,54,57,60,63,66,69,72,75,78,81,84-octacosaoxahexaoctacontan-1-yl)carbamate BrCCOCCOCCOCCOCCOCCOCCOCCOCCOCCOCCOCCOCCOCCOCCOCCOCCOCCOCCOCCOCCOCCOCCOCCOCCOCCOCCOCCOCCNC(OC(C)(C)C)=O